6-(4-(((2-Fluorophenyl)amino)methyl)-2-(6-methylpyridin-2-yl)-1H-imidazol-1-yl)-3-methylquinazoline-4(3H)-one FC1=C(C=CC=C1)NCC=1N=C(N(C1)C=1C=C2C(N(C=NC2=CC1)C)=O)C1=NC(=CC=C1)C